OC1(CCN(CC1)C(C[C@@H](C)C1=CC=CC=C1)=O)CN1C=C(C(=CC1=O)C1=CC=CC=C1)C#N (R)-1-((4-hydroxy-1-(3-phenylbutyryl)piperidin-4-yl)methyl)-6-oxo-4-phenyl-1,6-dihydropyridine-3-carbonitrile